(±)-5-bromo-2-(6-(((1S,2S,3R,5R)-2-fluoro-8-azabicyclo[3.2.1]octan-3-yl)(methyl)amino)-1,2,4-triazin-3-yl)phenol BrC=1C=CC(=C(C1)O)C=1N=NC(=CN1)N(C)[C@H]1[C@H]([C@@H]2CC[C@H](C1)N2)F |r|